(1R)-1-{5-[1-(propan-2-yl)-1H-pyrazol-5-yl]-1,2,4-oxadiazol-3-yl}-6-azaspiro[2.5]octane-6-sulfonamide CC(C)N1N=CC=C1C1=NC(=NO1)[C@@H]1CC12CCN(CC2)S(=O)(=O)N